COC1=CC=C(C2=C1NC(=N2)NC(=O)C2=NOC=C2)C=2C=NN(C2)C N-[7-methoxy-4-(1-methyl-1H-pyrazol-4-yl)-1H-1,3-benzodiazol-2-yl]-1,2-oxazole-3-carboxamide